1-Linoleoyl-2-lInoleyloxy-3-dImethylaminopropane C(CCCCCCC\C=C/C\C=C/CCCCC)(=O)CC(CN(C)C)OCCCCCCCC\C=C/C\C=C/CCCCC